2-(4,5-diphenyloxazol-2-yl)sulfanylpropanoylmethylammonium chloride [Cl-].C1(=CC=CC=C1)C=1N=C(OC1C1=CC=CC=C1)SC(C(=O)[NH2+]C)C